(S)-(4,5-dihydro-7H-thieno[2,3-c]pyran-7-yl)-N-methylmethylamine (R)-mandelate C([C@H](O)C1=CC=CC=C1)(=O)O.S1C=CC2=C1[C@H](OCC2)N(C)C